5-(4-(hydroxymethyl)piperidin-1-yl)pyrazine-2-carboxylic acid OCC1CCN(CC1)C=1N=CC(=NC1)C(=O)O